C(C=C)(=O)NC(CS(=O)(=O)[O-])(CC(C)(C)C)C 2-acrylamido-2,4,4-trimethylpentanesulfonate